NC1=NC=CC=2N1C(=NC2C2CN(CC2)C(C=C)=O)C2=CC=C(C=C2)OC2=NC=CC(=C2)C2CC2 1-(3-(5-amino-3-(4-((4-cyclopropylpyridin-2-yl)oxy)phenyl)imidazo[1,5-c]pyrimidin-1-yl)pyrrolidin-1-yl)prop-2-en-1-one